COCCOC1=CC2=C(N=C(O2)NC2=NC3=C(N2C)C=CC(=C3)C(=O)OCC)C=C1 ethyl 2-((6-(2-methoxyethoxy) benzo[d]oxazol-2-yl) amino)-1-methyl-1H-benzo[d]imidazole-5-carboxylate